(1,2-benzoxazol-5-yl)benzenesulfonamide O1N=CC2=C1C=CC(=C2)C2=C(C=CC=C2)S(=O)(=O)N